C(C)(C)(C)C1=CC=C(C(=N1)OC1=C(C=C(C=C1C)C)C)C(=O)NS(=O)C1=CC(=CC=C1)[N+](=O)[O-] 6-tert-butyl-N-(3-nitrobenzenesulfinyl)-2-(2,4,6-trimethylphenoxy)-pyridine-3-carboxamide